bis-(3-aminopropyl)methyleneamine NCCCC(CCCN)=N